(5-((2,3-difluoro-6-methoxybenzyl)oxy)-2-fluoro-4-methoxybenzyl)boronic acid FC1=C(COC=2C(=CC(=C(CB(O)O)C2)F)OC)C(=CC=C1F)OC